CC=1OC=C(N1)C=NO 2-methyl-oxazol-4-formaldoxime